3-chloro-4-[(3,5-difluoropyridin-2-yl)methoxy]-3'-fluoro-2'-[3-(2-hydroxypropan-2-yl)pyrazol-1-yl]-5',6-dimethyl-[1,4'-bipyridin]-2-one ClC=1C(N(C(=CC1OCC1=NC=C(C=C1F)F)C)C1=C(C(=NC=C1C)N1N=C(C=C1)C(C)(C)O)F)=O